CS(=O)(=O)[C@H]1CNCC1 (R)-3-(methyl-sulfonyl)pyrrolidine